2-((4-(1H-pyrazol-5-yl)-1H-benzo[d]imidazole-6-yl)amino)pyrimidine-5-carbonitrile N1N=CC=C1C1=CC(=CC=2NC=NC21)NC2=NC=C(C=N2)C#N